N-((6-hydroxy-5-(methylthio)-1H-indol-2-yl)methyl)-1-methylcyclopropane-1-carboxamide OC1=C(C=C2C=C(NC2=C1)CNC(=O)C1(CC1)C)SC